Br\C=C/1\[C@H]2CC[C@@H]([C@]2(CCC1)C)[C@@H](CN1CCC(CC1)(O[Si](C)(C)C)C(F)F)C 1-((2S)-2-((1R,3aS,7aR,E)-4-(bromomethylene)-7a-methyloctahydro-1H-inden-1-yl)propyl)-4-(difluoromethyl)-4-((trimethylsilyl)oxy)piperidine